syn-butanethial S-Oxide C(CCC)=S=O